C(C1=CC=CC=C1)C1=CC=C(C(=O)NC2=CC(=NC=C2)C(=O)O)C=C1 4-(4-Benzylbenzamido)picolinic acid